N-[2-methyl-8-(5-methylfuran-2-yl)-[1,2,4]triazolo[1,5-a]pyrazin-6-yl]acetamide CC1=NN2C(C(=NC(=C2)NC(C)=O)C=2OC(=CC2)C)=N1